CC1=CC=C(C=C1)N1CCC2(C(C=3C=C(SC3N=C12)C)=O)O 12-[4-(Methyl)phenyl]-9-hydroxy-5-methyl-4-thia-2,12-diazatricyclo[7.3.0.03,7]dodeca-1,3(7),5-trien-8-on